2-bromo-4-fluoro-5-methoxybenzonitrile BrC1=C(C#N)C=C(C(=C1)F)OC